2-chloro-4-methoxy-6-(trifluoromethyl)pyrimidine ClC1=NC(=CC(=N1)OC)C(F)(F)F